N-((1R,3S)-3-hydroxy-3-methyl-2-oxo-1-(4-(trifluoromethyl)phenyl)cyclohexyl)acetamide O[C@@]1(C([C@@](CCC1)(C1=CC=C(C=C1)C(F)(F)F)NC(C)=O)=O)C